BrC=1C(=NC(=CC1)C)O 3-Bromo-6-methylpyridin-2-ol